C(#N)CC=1C=C(C(=NC1OC)NS(=O)(=O)C1=CN=C2N1C=CC(=C2)C2CC2)F N-[5-(cyanomethyl)-3-fluoro-6-methoxy-2-pyridinyl]-7-cyclopropyl-imidazo[1,2-a]pyridine-3-sulfonamide